C1(CCCC1)N1C(C(=CC2=C1N=C(N=C2)NC2=NC=C(C=C2)S(=O)(=O)N2CCOCC2)CC)=O 8-cyclopentyl-6-ethyl-2-[5-(morpholine-4-sulfonyl)-pyridin-2-ylamino]-8H-pyrido[2,3-d]Pyrimidin-7-one